N12C(CCC2C1)C(=O)O.C(C)(C)(C)OC(=O)N1[C@@H]2C[C@@]2(C[C@H]1C(=O)O)C (1R,3S,5R)-2-(tert-butoxycarbonyl)-5-methyl-2-azabicyclo[3.1.0]hexane-3-carboxylic acid azabicyclo[3.1.0]hexane-2-carboxylate